N-(5-iodo-1H-pyrazol-4-yl)pyrazolo[1,5-a]Pyrimidine-3-carboxamide hydrochloride Cl.IC1=C(C=NN1)NC(=O)C=1C=NN2C1N=CC=C2